C(C)(=O)C1=NN(C2=CC=C(C=C12)C=1C=NC(=NC1)C)CC(=O)N1[C@@H](C[C@H](C1)F)C(=O)NC=1C=C(C(=O)OC)C=C(N1)Cl Methyl 2-((2S,4R)-1-(2-(3-acetyl-5-(2-methylpyrimidin-5-yl)-1H-indazol-1-yl)acetyl)-4-fluoropyrrolidine-2-carboxamido)-6-chloroisonicotinate